5-(isothiazol-5-yl)-7-methylpyrazolo[1,5-a]Pyrimidine-3-carboxylic acid ethyl ester C(C)OC(=O)C=1C=NN2C1N=C(C=C2C)C2=CC=NS2